methyl ((1-((2-(3,5-dichlorophenyl)-6-((2-(piperazin-1-yl)pyrimidin-5-yl)oxy)pyridin-4-yl)methyl)piperidin-4-yl)methyl)carbamate ClC=1C=C(C=C(C1)Cl)C1=NC(=CC(=C1)CN1CCC(CC1)CNC(OC)=O)OC=1C=NC(=NC1)N1CCNCC1